C(C)(C)(C)OC(=O)C1=CC=C(C=C1)[C@@H]1CN(CCC[C@H]1C(=O)OCC)C(=O)OC(C)(C)C 1-(tert-butyl) 4-ethyl (3R,4R)-3-(4-(tert-butoxycarbonyl)phenyl)azepane-1,4-dicarboxylate